C[C@@H]1CN(C[C@H]2N1C[C@@H](C2)N(C2=NC=1CCNCC1C=C2)C)C2=C1C=CC=NC1=C(C=C2)C#N 5-[(4R,7R,8aS)-4-methyl-7-[methyl-(5,6,7,8-tetrahydro-1,6-naphthyridin-2-yl)amino]-3,4,6,7,8,8a-hexahydro-1H-pyrrolo[1,2-a]pyrazin-2-yl]quinoline-8-carbonitrile